3-(2,6-dimethylpyridin-3-yl)-N-(1-(4-aminophenyl)cyclobutyl)propionamide CC1=NC(=CC=C1CCC(=O)NC1(CCC1)C1=CC=C(C=C1)N)C